N-(1-hydroxy-2-methylpropan-2-yl)-4-(((6-(isoindolin-2-ylmethyl)-4-oxo-4H-pyran-3-yl)oxy)methyl)benzamide OCC(C)(C)NC(C1=CC=C(C=C1)COC1=COC(=CC1=O)CN1CC2=CC=CC=C2C1)=O